ClC=1N=C2N(N=CC(=C2C(C)C)NC(=O)NC=2C=NC(=C(C2)C(F)(F)F)C#N)C1 N-(2-chloro-8-(propan-2-yl)imidazo[1,2-b]pyridazin-7-yl)-N'-(6-cyano-5-(trifluoromethyl)pyridin-3-yl)urea